5-bromo-2-methyl-indazol-6-ol BrC1=CC2=CN(N=C2C=C1O)C